O1CC(CC1)C=1SC=C(N1)C(=O)OC methyl (tetrahydrofuran-3-yl)thiazole-4-carboxylate